C(C)OC(=O)C=1C(=NN(C1)C(C)=O)OCCCOCC 1-acetyl-3-(3-ethoxypropoxy)-1H-pyrazole-4-carboxylic acid ethyl ester